C(C=C)(=O)[O-].COCCCN1C=[N+](C=C1)CCCOC 1,3-bis[3-methoxypropyl]imidazolium acrylate